methyl (S)-2-amino-3-(8-(4-(ethoxymethyl)-2,6-dimethoxyphenyl) quinolin-5-yl)propanoate N[C@H](C(=O)OC)CC1=C2C=CC=NC2=C(C=C1)C1=C(C=C(C=C1OC)COCC)OC